9H-fluoren-9-ylmethyl (2R)-2-(aminomethyl)morpholine-4-carboxylate TFA salt OC(=O)C(F)(F)F.NC[C@@H]1CN(CCO1)C(=O)OCC1C2=CC=CC=C2C=2C=CC=CC12